(R)-5-amino-N-(1-(2-fluoro-4-(trifluoromethyl)phenyl)ethyl)-N-methyl-6,8-dihydro-1H-furo[3,4-d]pyrrolo[3,2-b]pyridine-2-carboxamide NC1=C2C(=C3C(=N1)C=C(N3)C(=O)N(C)[C@H](C)C3=C(C=C(C=C3)C(F)(F)F)F)COC2